tert-butyl-2-(3-fluorophenyl)-3-(pyridin-4-yl)-6,7-dihydropyrazolo[1,5-a]pyrazine 2-Chloro-4-methoxy-5,6-dihydropyrido[3,4-d]pyrimidine-7(8H)-carboxylate ClC=1N=C(C2=C(N1)CN(CC2)C(=O)O)OC.C(C)(C)(C)C=2C=1N(CCN2)N=C(C1C1=CC=NC=C1)C1=CC(=CC=C1)F